C(C1=CC=CC=C1)(=O)N1C2=C(OCC1)C(=CC(=C2)C(=O)N[C@H](C)C=2C=NC(=NC2)C(F)(F)F)C=2SC(=CN2)C (R)-4-Benzoyl-8-(5-methylthiazol-2-yl)-N-(1-(2-(trifluoromethyl)pyrimidin-5-yl)ethyl)-3,4-dihydro-2H-benzo[b][1,4]oxazine-6-carboxamide